3-(2-(Benzyloxy)ethyl)-1-cyclopentyl-6-((4-methoxy-2-methylphenyl)amino)-1,3-dihydro-2H-imidazo[4,5-c]pyridin-2-one C(C1=CC=CC=C1)OCCN1C(N(C2=C1C=NC(=C2)NC2=C(C=C(C=C2)OC)C)C2CCCC2)=O